C(C)(C)C1=CC(=NN1)N1CCN(CC1)C(=O)OC(C)(C)C tert-butyl 4-(5-isopropyl-1H-pyrazol-3-yl)piperazine-1-carboxylate